xylenyl diphenyl phosphorothioate P(OC1(C(C=CC=C1)C)C)(OC1=CC=CC=C1)(OC1=CC=CC=C1)=S